rac-ethyl (1S*,2S*)-2-(3-fluoro-6-methylpyridin-2-yl)cyclopropane-1-carboxylate FC=1C(=NC(=CC1)C)[C@@H]1[C@H](C1)C(=O)OCC |r|